8-chloroquinolin-5-amine ClC1=CC=C(C=2C=CC=NC12)N